O1CCN(CC1)C (morpholino)methan